tris(4-methylphenyl)aniline CC1=CC=C(C=C1)C1=C(N(C2=CC=C(C=C2)C)C2=CC=C(C=C2)C)C=CC=C1